C(#N)C1=C(OC2CCC(CC2)C(=O)OC)C=C(C(=C1)OC)C(N[C@@H]1[C@H]2CC[C@@H]([C@@H]1C(NC1=CC(=CC=C1)S(=O)(=O)C(F)(F)F)=O)C2)=O Methyl (1S,4s)-4-(2-cyano-4-methoxy-5-(((1S,2R,3S,4R)-3-((3-((trifluoromethyl)sulfonyl)phenyl)carbamoyl)bicyclo[2.2.1]heptan-2-yl)carbamoyl)phenoxy)cyclohexane-1-carboxylate